COS(=O)(=O)[O-].OCC[N+](C)(CCO)CCO N,N,N-tri(2-hydroxyethyl)-N-methyl-ammonium methylsulfate